C1(=CC=CC=C1)S(=O)(=O)N1C=CC=2C(=C(C(=C(C12)F)F)OC1=CC(=C(C=C1)F)C#N)C(=O)O 1-(benzenesulfonyl)-5-(3-cyano-4-fluoro-phenoxy)-6,7-difluoro-indole-4-carboxylic acid